(octahydro cyclopenta[c]pyrrol-5-yl) ketone trifluoroacetate FC(C(=O)O)(F)F.C1NCC2C1CC(C2)C(=O)C2CC1C(CNC1)C2